N-((1R,4r)-4-(2-(((R)-2-(3-Fluorophenyl)-2-hydroxyethyl)amino)-2-methylpropyl)cyclohexyl)methanesulfonamide FC=1C=C(C=CC1)[C@H](CNC(CC1CCC(CC1)NS(=O)(=O)C)(C)C)O